2-chloro-3,4-difluoro-benzaldehyde ClC1=C(C=O)C=CC(=C1F)F